3-HEXENYL 2-METHYLBUTANOATE CC(C(=O)OCCC=CCC)CC